[I-].CN1C(OC2=C1C=CC=C2)=CC2=CC=[NH+]C1=CC=CC=C21 4-[(3-methyl-2(3H)benzoxazolylidene)methyl]-quinolinium iodide